[Si](C)(C)(C(C)(C)C)OCCCOC1=NN(C(=C1[N+](=O)[O-])C)C=1N(N=C(C1)C)C 3-(3-((tert-butyldimethylsilyl)oxy)propoxy)-2',5,5'-trimethyl-4-nitro-2'H-1,3'-bipyrazole